tert-butyl 1-(4-[[2-(2,6-dioxopiperidin-3-yl)-1,3-dioxoisoindol-4-yl]amino]piperidine-1-carbonyl)piperidine-4-carboxylate O=C1NC(CCC1N1C(C2=CC=CC(=C2C1=O)NC1CCN(CC1)C(=O)N1CCC(CC1)C(=O)OC(C)(C)C)=O)=O